methyl-anthracenol CC1=C(C2=CC3=CC=CC=C3C=C2C=C1)O